COC1=C2CCOC=3C=CC=C(NC=4N=CC=5C(=NC=C(C#CC(N=C1)=C2)C5C4)NC)N3 12-methoxy-N-methyl-8-oxa-2,14,20,24,28-pentaazapentacyclo[16.6.2.1^{3,7}.1^{11,15}.0^{22,26}]octacosa-1(25),3,5,7(28),11,13,15(27),18,20,22(26),23-undecaen-16-yn-21-amine